3-Cyclopentyl-3-hydroxybutyric acid C1(CCCC1)C(CC(=O)O)(C)O